O=C1NN(C2=C1CN(CC2)C(=O)OC(C)(C)C)C(C)C2=C(C=CC=C2)C(F)(F)F Tert-Butyl 3-oxo-1-[1-[2-(trifluoromethyl)phenyl]ethyl]-1H,2H,3H,4H,5H,6H,7H-pyrazolo[4,3-c]pyridine-5-carboxylate